3-((7,8-dichloro-4-(1H-pyrazol-4-yl)quinolin-2-yl)(methyl)amino)propionic acid tert-butyl ester C(C)(C)(C)OC(CCN(C)C1=NC2=C(C(=CC=C2C(=C1)C=1C=NNC1)Cl)Cl)=O